FC1=CC(=C(C=C1)NN)OC (4-fluoro-2-methoxy-phenyl)hydrazine